4-(7-Methoxy-1-methyl-β-carbolin-9-yl)butyric acid t-butyl ester C(C)(C)(C)OC(CCCN1C2=CC(=CC=C2C=2C=CN=C(C12)C)OC)=O